C1(=CC=CC=C1)C(=C)C1=C(C=CC=C1)NC(C)=O N-(2-(1-phenylvinyl)phenyl)acetamide